pentathian S1SSSSC1